tert-butyl trans-3-(1H-imidazole-4-sulfonamido)-4-(4-(trifluoromethyl)benzyloxy)pyrrolidine-1-carboxylate N1C=NC(=C1)S(=O)(=O)N[C@@H]1CN(C[C@H]1OCC1=CC=C(C=C1)C(F)(F)F)C(=O)OC(C)(C)C